6-(6-((5-Fluoro-6-methoxypyridin-3-yl)-3,6-diazabicyclo[3.1.1]heptan-3-yl)pyridin-3-yl)-6-(2-hydroxyethoxy)-1-methyl-1H-indazole-3-carbonitrile FC=1C=C(C=NC1OC)C12CN(CC(N1)C2)C2=CC=C(C=N2)C2(C=CC1=C(NN(C1=C2)C)C#N)OCCO